tert-butyl 4-(((4-bromophenyl)oxy)methyl)-2,2-dimethyloxazolidine-3-carboxylate BrC1=CC=C(C=C1)OCC1N(C(OC1)(C)C)C(=O)OC(C)(C)C